NC1=NC=C(C#N)C(=C1)N[C@H]1COCC[C@@H]1OC 6-amino-4-(((3S,4S)-4-methoxytetrahydro-2H-pyran-3-yl)amino)nicotinonitrile